CN(C(CCC(=O)O)=O)CCN(CCCCCC(OCCCCCCCCCCC)=O)CCCCCCCC(=O)OC(CCCCCCCC)CCCCCCCC 4-[methyl-[2-[[8-(1-octylnonoxy)-8-oxo-octyl]-(6-oxo-6-undecoxy-hexyl)amino]ethyl]amino]-4-oxo-butanoic acid